BrC(F)(F)Br bromodifluoromethyl bromide